NC(C(CCC(=O)OC(C)(C)C)N1C(C2=CC=C(C=C2C1)N1C=NC=C1C1=CC=CC=C1)=O)=O tert-Butyl 5-amino-5-oxo-4-(1-oxo-5-(5-phenyl-1H-imidazol-1-yl)isoindolin-2-yl)pentanoate